FC=1C(=C(C(=C(C1)OB([O-])[O-])F)F)F.CC1=C([NH3+])C(=CC(=C1)C)C.CC1=C([NH3+])C(=CC(=C1)C)C 2,4,6-trimethylanilinium (tetrafluorophenyl)borate